5-(((tetrahydro-2H-pyran-2-yl)oxy)methyl)pyridine O1C(CCCC1)OCC=1C=CC=NC1